ClC=1C=C(C)C=CC1 m-chlorotoluene